2-(3-methoxyphenyl)tetradecanenitrile COC=1C=C(C=CC1)C(C#N)CCCCCCCCCCCC